CN1C=CC2=NC=C(C=C21)N2[C@H](CNCC2)C 1-methyl-6-[(2S)-2-methylpiperazin-1-yl]pyrrolo[3,2-b]pyridine